C1=CC=C(C=2OC3=C(C21)C=CC=C3)P(N(C)P(C3=CC=C(C=C3)[Si](CCCC)(CCCC)CCCC)C3=CC=CC2=C3OC3=C2C=CC=C3)C3=CC=C(C=C3)[Si](CCCC)(CCCC)CCCC 1-(dibenzo[b,d]furan-4-yl)-N-(dibenzo[b,d]furan-4-yl(4-(tributylsilyl)phenyl)phosphaneyl)-N-methyl-1-(4-(tributylsilyl)phenyl)phosphanamine